CC1=C(C=2N(N=C1N1CC=3C=C(C=NC3CC1)C=1C=NC=C(C1)C(F)(F)F)C(C=CN2)=O)C 8,9-dimethyl-7-(3-(5-(trifluoromethyl)pyridin-3-yl)-7,8-dihydro-1,6-naphthyridin-6(5H)-yl)-4H-pyrimido[1,2-b]pyridazin-4-one